FC1=CC=C(C=C1)[C@H]1[C@@H](CN(C1)CCOC)NC(=O)NC1=C(C(=NN1C1=CC=CC=C1)C1=CC(N(C=C1)C)=O)C 1-((3s,4r)-4-(4-fluorophenyl)-1-(2-methoxyethyl)pyrrolidin-3-yl)-3-(4-methyl-3-(1-methyl-2-oxo-1,2-dihydropyridin-4-yl)-1-phenyl-1H-pyrazol-5-yl)urea